[N+](=O)([O-])C1=C(C=C(C=C1)S(F)(F)(F)(F)F)O 2-nitro-5-(pentafluoro-λ6-sulfaneyl)phenol